OC1=NN=C(C=2C1=CN(C(C2)=O)C2CCOCC2)C 4-hydroxy-1-methyl-6-(tetrahydro-2H-pyran-4-yl)pyrido[3,4-d]pyridazin-7(6H)-one